C(N)(O[C@@]1([C@H](CC[C@@H](C1)C(=O)N(C)C)NC(C(=O)NC1=NC=C(C=C1)Cl)=O)C(C)(C)C)=O tert-Butyl[(1R,2S,5S)-2-[[2-[(5-chloropyridin-2-yl)amino]-2-oxoacetyl]amino]-5-(dimethylaminocarbonyl)cyclohexyl] carbamate